N-(3-methoxy-4-(1H-pyrrolo[2,3-b]pyridin-5-yl)phenyl)5-methylfuran-3-carboxamide COC=1C=C(C=CC1C=1C=C2C(=NC1)NC=C2)NC(=O)C2=COC(=C2)C